NC1=C2C(=NC=N1)N(N=C2C2=NOC(=C2C2=NC=CC=C2)C2CC2)[C@@H]2C[C@@H](CC2)OCCNC(CC)=O N-(2-{[(1R,3S)-3-{4-amino-3-[5-cyclopropyl-4-(pyridin-2-yl)-1,2-oxazol-3-yl]-1H-pyrazolo[3,4-d]pyrimidin-1-yl}cyclopentyl]oxy}ethyl)propanamide